C(C)C1([C@@H](CCC=2C3=CC=C4C=C(C=CC4=C3C=CC12)O)O)CC (R,R)-cis-Diethyl-tetrahydro-2,8-chrysenediol